Bis(4-Chlorophenyl) disulfide ClC1=CC=C(C=C1)SSC1=CC=C(C=C1)Cl